FC(COCC1OC(OC1)=O)(C(F)F)F 4-((2,2,3,3-tetrafluoropropoxy)methyl)-1,3-dioxolan-2-one